BrC(CC1CC1)=O α-Bromocyclopropylethanone